methyl (2S)-2-[[(2S)-2-(tert-butoxycarbonylamino)-4-fluoro-4-methyl-pentanoyl] amino]-3-[(3S)-2-oxo-3-piperidyl]propanoate C(C)(C)(C)OC(=O)N[C@H](C(=O)N[C@H](C(=O)OC)C[C@H]1C(NCCC1)=O)CC(C)(C)F